C(C)(C)(C)NS(=O)(=O)C1=CC(=CC=C1)NC1=NC(=NC=C1C)NC1=CC=C(C=C1)N1CCNCC1 N-tert-butyl-3-[[5-methyl-2-(4-piperazin-1-ylanilino)pyrimidin-4-yl]amino]benzenesulfonamide